NC1=NC=CC(=C1C1CCNCC1)OC1=C(C=C(C=C1)NC(=O)C=1C=NN(C1C(F)(F)F)C1=CC=CC=C1)F N-(4-((2-amino-3-(piperidin-4-yl)pyridin-4-yl)oxy)-3-fluorophenyl)-1-phenyl-5-(trifluoromethyl)-1H-pyrazole-4-carboxamide